CN1C2CN(CC1CC2)C=2C=CC(=NC2)C2(CCC1(OCCO1)CC2)O 8-(5-(8-methyl-3,8-diazabicyclo[3.2.1]octan-3-yl)pyridin-2-yl)-1,4-dioxaspiro[4.5]decan-8-ol